C1(CC1)NC(C1=C(C=CC(=C1)F)SC1=CC=C2C(=NN(C2=C1)C1OCCCC1)\C=C\C1=NC=CC(=C1)CCCN1CCCC1)=O N-cyclopropyl-5-fluoro-2-[3-[(trans)-2-[4-(3-pyrrolidin-1-ylpropyl)-2-pyridyl]vinyl]-1-Tetrahydropyran-2-yl-indazol-6-yl]sulfanylbenzamide